N-cyclopropyl-7-methoxy-6-{[2-(pyrrolidin-1-yl)ethoxy]methyl}-1H,2H,3H-cyclopenta[b]quinolin-9-amine C1(CC1)NC1=C2C(=NC=3C=C(C(=CC13)OC)COCCN1CCCC1)CCC2